(1S,3R)-3-((S)-2-(1-(5-chloro-4-(((R)-1-(2,4-dichlorophenyl)ethyl)amino)pyrimidin-2-yl)-3-fluoroazetidin-3-yl)morpholino)-1-methylcyclobutane-1-carboxylic acid ClC=1C(=NC(=NC1)N1CC(C1)(F)[C@H]1OCCN(C1)C1CC(C1)(C(=O)O)C)N[C@@H](C)C1=C(C=C(C=C1)Cl)Cl